FC=1C=C(\C=C\2/C(N(C3=CC(=C(C=C23)C#N)C)C2=CC=C(C=C2)S(=O)(=O)C)=O)C=CC1OC (Z)-3-(3-fluoro-4-methoxybenzylidene)-6-methyl-1-(4-(methylsulfonyl)phenyl)-2-oxoindoline-5-carbonitrile